C(C(=C)C)(=O)OC(CC)(C)C12CC3CC(CC(C1)C3)C2 1-(1-adamantyl)-1-methylpropyl methacrylate